5-(7-Methoxyimidazo[1,2-a]pyridin-3-yl)pyridin-2-amine COC1=CC=2N(C=C1)C(=CN2)C=2C=CC(=NC2)N